2,3-difluoroterephthalic acid FC1=C(C(=O)O)C=CC(=C1F)C(=O)O